C(C)(C)(C)OC(=O)N[C@@H]1C[C@@H](CC12CCN(CC2)C(=O)OC(C)(C)C)OC(CO)COS(C)(C)C(C)(C)C tert-butyl (2R,4R)-4-(tert-butoxycarbonylamino)-2-[1-[[tert-butyl(dimethyl)-sulfanyl]oxymethyl]-2-hydroxy-ethoxy]-8-azaspiro[4.5]decane-8-carboxylate